2,2,5,8,8-pentamethyl-5-[(trimethylsilyl)methoxy]-4,6-dioxa-2,5,8-trisilanonane C[Si](C)(CO[Si](OC[Si](C)(C)C)(OC[Si](C)(C)C)C)C